N-(2-((1S,4S)-2-oxa-5-azabicyclo[2.2.1]heptane-5-yl)-5-((6-((R)-3-(4-chloro-3-fluorophenyl)isoxazolidine-2-yl)pyrimidine-4-yl)amino)-4-methoxyphenyl)acrylamide [C@@H]12OC[C@@H](N(C1)C1=C(C=C(C(=C1)OC)NC1=NC=NC(=C1)N1OCC[C@@H]1C1=CC(=C(C=C1)Cl)F)NC(C=C)=O)C2